CS(=O)(=O)OCC12CCC(C1)C2 bicyclo[2.1.1]hexan-1-ylmethyl methanesulfonate